5-(2-(5-methyl-2-(3-oxoisoindolin-5-yl)piperidin-1-yl)-2-oxoacetamido)Nicotinamide CC1CCC(N(C1)C(C(=O)NC=1C=NC=C(C(=O)N)C1)=O)C=1C=C2C(NCC2=CC1)=O